C(#N)C=1C(=C(C=CC1NCCCC1=CC=CC=C1)C1=CC=CC=C1)CC(=O)O 2-(3-cyano-4-((3-phenylpropyl)amino)-[1,1'-biphenyl]-2-yl)acetic acid